(2R,3S)-3-((R)-3-((R)-((1R,2R)-2-(hydroxymethyl)cyclobutyl)(methoxy)methyl)cyclobut-2-en-1-yl)-N,N-bis(4-methoxybenzyl)butane-2-sulfonamide OC[C@H]1[C@@H](CC1)[C@H](C1=C[C@@H](C1)[C@@H]([C@@H](C)S(=O)(=O)N(CC1=CC=C(C=C1)OC)CC1=CC=C(C=C1)OC)C)OC